FC1(CCN(CC1)C=1C=C(C=C2C=NNC12)NC(C1=C(C=C(C=C1)S(=O)(=O)C)N1CCC2(CC2)CC1)=O)F N-(7-(4,4-difluoropiperidin-1-yl)-1H-indazol-5-yl)-4-(methylsulfonyl)-2-(6-azaspiro[2.5]octan-6-yl)benzamide